2-ethoxycarbonyloxyiminopropane C(C)OC(=O)ON=C(C)C